tert-butyl 4-(3-(methyl amino)-4-nitrophenyl)-3,6-dihydropyridine-1(2H)-carboxylate CNC=1C=C(C=CC1[N+](=O)[O-])C=1CCN(CC1)C(=O)OC(C)(C)C